(2S)-2-[(2S)-3-cyclopropyl-N-methyl-2-(2,2,2-trifluoroacetamido)propanamido]-4-methylpentanoic acid C1(CC1)C[C@@H](C(=O)N(C)[C@H](C(=O)O)CC(C)C)NC(C(F)(F)F)=O